C(C1=CC=CC=C1)OC1=NC=C(C=C1C1(C(C1)CCO)NC(OC(C)(C)C)=O)F tert-butyl (1-(2-(benzyloxy)-5-fluoropyridin-3-yl)-2-(2-hydroxyethyl)cyclopropyl)carbamate